N1N=CC(=C1)C=1C2=CC=C(N2)C(=C2C=CC(C(=C3C=CC(=C(C=4C=CC1N4)C=4C=NNC4)N3)C=3C=NNC3)=N2)C=2C=NNC2 5,10,15,20-tetra-1H-pyrazol-4-yl-21H,23H-porphyrin